NC1=C(C=C(C=C1)C1=CC=C(C=C1)F)NC(C1=CC=C(C=C1)S(=O)(=N)C1=CN=C(N1)C)=O N-[2-amino-5-(4-fluorophenyl)phenyl]-4-[(2-methyl-1H-imidazol-5-yl)sulfonimidoyl]benzamide